C(\C=C\C1=CC=C(C=C1)O)NC(NCCCCN)=N N-p-coumaryl-agmatine